methyl 5-nitroimidazole-4-formate [N+](=O)([O-])C1=C(N=CN1)C(=O)OC